FC(C1=C(C2=C(S1)[C@@]1(C[C@@H](N(CC1)CC=1C=NN(C1)CCS(=O)(=O)C)C)OCC2)CO)F [(2'S,7R)-2-(difluoromethyl)-2'-methyl-1'-[[1-(2-methylsulfonylethyl)pyrazol-4-yl]methyl]spiro[4,5-dihydrothieno[2,3-c]pyran-7,4'-piperidine]-3-yl]methanol